CN(C1=NC=CC=C1C(=O)NCCOC)C 2-(dimethylamino)-N-(2-methoxyethyl)pyridine-3-carboxamide